tert-Butyl (R)-(1-((tert-butyldiphenylsilyl)oxy)-3-hydroxypropan-2-yl-3,3-d2)carbamate [Si](C1=CC=CC=C1)(C1=CC=CC=C1)(C(C)(C)C)OC[C@@H](C([2H])([2H])O)NC(OC(C)(C)C)=O